1,3,5-tris(N-phenyl-1H-benzo[d]imidazol-2-yl)benzene C1(=CC=CC=C1)N1C(=NC2=C1C=CC=C2)C2=CC(=CC(=C2)C2=NC1=C(N2C2=CC=CC=C2)C=CC=C1)C1=NC2=C(N1C1=CC=CC=C1)C=CC=C2